FC=1C=NN(C(C1C)=O)[C@@H](C(=O)OCC)C |r| (rac)-ethyl 2-(4-fluoro-5-methyl-6-oxo-pyridazin-1-yl)propanoate